(R)-N-(1-(4-Fluorophenyl)ethyl)-N-(2-(pyrrolidin-1-yl)ethyl)-3,3-bis(3,4,5-trimethoxyphenyl)prop-2-en-1-amine FC1=CC=C(C=C1)[C@@H](C)N(CC=C(C1=CC(=C(C(=C1)OC)OC)OC)C1=CC(=C(C(=C1)OC)OC)OC)CCN1CCCC1